O=C1N(CCC(N1)=O)C1=CC=C2C=CN(C2=C1)CCC(=O)NC 3-(6-(2,4-Dioxotetrahydropyrimidin-1(2H)-yl)-1H-indol-1-yl)-N-methylpropanamide